N1=CC(=CC=C1)S(=O)(=O)[O-].[Na+] sodium pyridin-3-sulfonate